2-(4-ethyl-6-methylpyrazolo[1,5-a]pyrazin-2-yl)-7-(1-propylpiperidin-4-yl)-4H-pyrido[1,2-a]pyrimidin-4-one C(C)C=1C=2N(C=C(N1)C)N=C(C2)C=2N=C1N(C(C2)=O)C=C(C=C1)C1CCN(CC1)CCC